2-Chloro-5-fluoro-N4-(3-[(1,1-dimethylethyl)sulfonamido]phenyl)-pyrimidin-4-amine ClC1=NC=C(C(=N1)NC1=CC(=CC=C1)NS(=O)(=O)C(C)(C)C)F